β-carboxyaspartic acid C(=O)(O)C([C@H](N)C(=O)O)C(=O)O